2,3,4,3,4',5'-hexahydroxybenzophenone OC1C(C(=O)C2=CC=C(C(=C2)O)O)=CC=C(C1(O)O)O